3-(5-Methyl-1H-[1,2,3]triazolo[4,5-b]pyridin-6-yl)-N-(4-phenethoxyphenyl)benzamide CC1=C(C=C2C(=N1)N=NN2)C=2C=C(C(=O)NC1=CC=C(C=C1)OCCC1=CC=CC=C1)C=CC2